C1(CC1)S(=O)(=O)NC1=NC=CC(=N1)C(C(=O)NC1=C(C=C(C=C1)C1=NC(=CN=C1)OCC)F)CC 2-(2-(cyclopropanesulfonamido)pyrimidin-4-yl)-N-(4-(6-ethoxypyrazin-2-yl)-2-fluorophenyl)butanamide